(5-Formyl-4-nitro-2-(trifluoromethyl)phenyl)carbamic acid tert-butyl ester C(C)(C)(C)OC(NC1=C(C=C(C(=C1)C=O)[N+](=O)[O-])C(F)(F)F)=O